monocarboxyl-phosphaphenanthrene C(=O)(O)C1=PC=2C=CC3=CC=CC=C3C2C=C1